1-(2,6-diiodo-4-methylphenoxy)propan-2-amine IC1=C(OCC(C)N)C(=CC(=C1)C)I